C[C@@H]1N(CCC1)C1=NC(=NC=C1C(F)(F)F)NC1=CC=C(C=C1)N1C[C@H](C[C@H](C1)O)O (3S,5R)-1-(4-{[4-((S)-2-methylpyrrolidin-1-yl)-5-(trifluoromethyl)pyrimidine-2-yl]amino}phenyl)piperidine-3,5-diol